N-({4-[2-(2-aminopyridin-3-yl)-5-(morpholin-4-yl)imidazo[4,5-b]pyridin-3-yl]phenyl}methyl)-2-(4-formyl-3-hydroxyphenyl)acetamide NC1=NC=CC=C1C1=NC=2C(=NC(=CC2)N2CCOCC2)N1C1=CC=C(C=C1)CNC(CC1=CC(=C(C=C1)C=O)O)=O